N-(5-fluoro-1-methyl-1H-pyrazol-3-yl)-7-isopropoxy-2-(1-methyl-2-oxabicyclo[2.1.1]hexan-4-yl)imidazo[1,2-a]pyridine-6-carboxamide trifluoroacetate FC(C(=O)O)(F)F.FC1=CC(=NN1C)NC(=O)C=1C(=CC=2N(C1)C=C(N2)C21COC(C2)(C1)C)OC(C)C